C(C1=CC=CC=C1)NC(C1=C(C=CC=C1)C#CC1=CC=C(C=C1)OC)=O N-benzyl-2-(p-methoxyphenylethynyl)benzamide